C1C2(CCC3=CC=CC=C13)CC2 3',4'-dihydro-1'H-spiro[cyclopropane-1,2'-naphthalene]